tert-Butyl ((2-amino-5-bromopyridin-3-yl)methyl)carbamate NC1=NC=C(C=C1CNC(OC(C)(C)C)=O)Br